3-ethyl-17-fluoro-5-methyl-21-oxa-4,5,12,24-tetraazapentacyclo[20.3.1.02,6.08,13.014,19]hexacosa-1(25),2(6),3,8(13),9,11,14,16,18,22(26),23-undecaen-23-amine C(C)C=1C=2C3=CN=C(C(OCC4=CC(=CC=C4C=4N=CC=CC4CC2N(N1)C)F)=C3)N